NC1=C2C([C@]3([C@](OC4=C3C=CC(=C4)C(F)(F)F)(C2=CC=C1)O)NC(C)=O)=O N-((4bR,9bR)-1-amino-4b-hydroxy-10-oxo-7-(trifluoromethyl)-4b,10-dihydro-9bH-indeno[1,2-b]benzofuran-9b-yl)acetamide